C(C1=CC=CC=C1)OC=1C(=C(C(=O)OC)C=C(C1OCC1=CC=CC=C1)OCC1=CC=CC=C1)F methyl 3,4,5-tris(benzyloxy)-2-fluorobenzoate